(S)-7-bromo-1,2,3,9-tetrahydropyrrolo[2,1-b]quinazoline-1-carboxylic acid BrC1=CC=2CN3C(=NC2C=C1)CC[C@H]3C(=O)O